7H-pyrrolo[1,2-c]pyrimidine C1N=CC=C2N1CC=C2